tri(o-tolyl)phosphonium tetrakis(pentafluorophenyl)borate FC1=C(C(=C(C(=C1[B-](C1=C(C(=C(C(=C1F)F)F)F)F)(C1=C(C(=C(C(=C1F)F)F)F)F)C1=C(C(=C(C(=C1F)F)F)F)F)F)F)F)F.C1(=C(C=CC=C1)[PH+](C1=C(C=CC=C1)C)C1=C(C=CC=C1)C)C